1,1'-bicyclohexane-3,3',4,4'-tetracarboxylic-3,4:3',4'-dianhydride C1(CC2C(CC1)C(=O)OC2=O)C2CC1C(CC2)C(=O)OC1=O